(7S)-9-(2,6-difluorophenyl)-3,7-dimethyl-13,16-dioxa-18-thia-2,4,5,8-tetraazatetracyclo[8.8.0.02,6.011,17]octadeca-1(10),3,5,8,11(17)-pentaene FC1=C(C(=CC=C1)F)C1=N[C@H](C2=NN=C(N2C=2SC=3OCCOCC3C12)C)C